N-methoxy-N-methyl-2-PHENYLACETAMIDE CON(C(CC1=CC=CC=C1)=O)C